1-[3-acetyl-6-[5-[(6-methylpyridazin-3-yl)amino]benzimidazol-1-yl]-2-pyridyl]-3-methyl-azetidine-3-carbonitrile C(C)(=O)C=1C(=NC(=CC1)N1C=NC2=C1C=CC(=C2)NC=2N=NC(=CC2)C)N2CC(C2)(C#N)C